C(C)OC(NC(C(=NNC1=CC(=C(C(=C1)Cl)OC1=NC=NC(=C1F)N(C)C)Cl)C#N)=O)=O (2-cyano-2-(2-(3,5-dichloro-4-((5-fluoro-6-dimethylaminopyrimidin-4-yl)oxy)phenyl)hydrazono)acetyl)carbamic acid ethyl ester